ethyl 4-amino-5-bromo-6-(trifluoromethyl)nicotinate NC1=C(C(=NC=C1C(=O)OCC)C(F)(F)F)Br